CN(CCC#CC(=O)C1=CC=CC=C1)C1=CC=CC=C1 5-(methyl-(phenyl)amino)-1-phenylpent-2-yn-1-one